C(C)(C)(C)OC(=O)N1[C@@H]([C@H](CC1)C)C(=O)O (2S,3S)-1-tert-butoxycarbonyl-3-methyl-pyrrolidine-2-carboxylic acid